N1CC(C1)C1=CN=C(O1)C1=CC(=C(C(=C1)F)C)Br 5-(azetidin-3-yl)-2-(3-bromo-5-fluoro-4-methylphenyl)oxazole